C(C)(C)NC(=O)C1=CC2=CC=CC(=C2C=C1)OC1=CC=C(C=C1)C(F)(F)F N-isopropyl-5-(4-(trifluoromethyl)phenoxy)-2-naphthamide